[7-(2,4-difluoro-6-isopropoxy-phenyl)-6-(4,5,6,7-tetrahydrothiazolo[5,4-c]pyridin-2-yl) thieno[3,2-c]pyridin-4-yl] trifluoromethanesulfonate trifluoroacetate FC(C(=O)O)(F)F.FC(S(=O)(=O)OC1=NC(=C(C2=C1C=CS2)C2=C(C=C(C=C2OC(C)C)F)F)C=2SC=1CNCCC1N2)(F)F